C(C1=CC=CC=C1)NC(=O)C=1N=NN(C1)CCCCC1=NN=C(S1)C(=O)NC(C)C 5-{4-[4-(benzylcarbamoyl)-1H-1,2,3-triazol-1-yl]butyl}-N-(propan-2-yl)-1,3,4-thiadiazole-2-carboxamide